C1=CC=CC=2C(NC3C=4N(C(C21)C3)C3=C(N4)C=CC=C3)=O 6,7-dihydro-7,14-methanobenzo[f]benzo[4,5]imidazo[1,2-a][1,4]diazocin-5(14H)-one